C1(=CC=CC=C1)[C@H](C)NC(=O)N1CC2(CC1)CCC(CC2)NC=2C=NN(C2)CCO N-[(S)-1-phenylethyl]-(5s,8R)-8-[1-(2-hydroxyethyl)-4-pyrazolylamino]-2-aza-2-spiro[4.5]decanecarboxamide